C(CCCCC)C=1C(N(C(C1C)=O)C(C(=O)O)C(C)O)=O 2-(3-hexyl-4-methyl-2,5-dioxopyrrol-1-yl)-3-hydroxybutyric acid